1-propyl-3-methylimidazolium bis(trifluoromethylsulfonyl)imide salt [N-](S(=O)(=O)C(F)(F)F)S(=O)(=O)C(F)(F)F.C(CC)N1C=[N+](C=C1)C